4-methyl-2,4-diphenyl-1-pentene CC(CC(=C)C1=CC=CC=C1)(C)C1=CC=CC=C1